tert-Butyl ((S)-(4,4-difluorocyclohexyl)(7-(((S)-4-methyl-2-oxo-4-(trifluoromethyl)imidazolidin-1-yl)methyl)imidazo[1,2-b]pyridazin-2-yl)methyl)carbamate FC1(CCC(CC1)[C@@H](C=1N=C2N(N=CC(=C2)CN2C(N[C@@](C2)(C(F)(F)F)C)=O)C1)NC(OC(C)(C)C)=O)F